The molecule is a trifluorinated corticosteroid that consists of 6alpha,9-difluoro-11beta,17alpha-dihydroxy-17beta-{[(fluoromethyl)sulfanyl]carbonyl}-16-methyl-3-oxoandrosta-1,4-diene bearing a 2-furoyl substituent at position 17. Used in combination with vilanterol trifenate for treatment of bronchospasm associated with chronic obstructive pulmonary disease. It has a role as an anti-allergic agent, a prodrug and an anti-asthmatic drug. It is an 11beta-hydroxy steroid, a corticosteroid, a fluorinated steroid, a steroid ester, a 2-furoate ester, a thioester and a 3-oxo-Delta(1),Delta(4)-steroid. It derives from a fluticasone. It derives from a hydride of an androstane. C[C@@H]1C[C@H]2[C@@H]3C[C@@H](C4=CC(=O)C=C[C@@]4([C@]3([C@H](C[C@@]2([C@]1(C(=O)SCF)OC(=O)C5=CC=CO5)C)O)F)C)F